(2R)-N-[(2S,3R,4R,5S,6S)-4,5-dihydroxy-2-methyl-6-[(6-methyl-5H-pyrrolo[3,2-d]pyrimidin-4-yl)amino]tetrahydropyran-3-yl]pyrrolidine-2-carboxamide O[C@@H]1[C@H]([C@@H](O[C@@H]([C@H]1O)NC=1C2=C(N=CN1)C=C(N2)C)C)NC(=O)[C@@H]2NCCC2